pentanoic acid 2,5-dioxopyrrolidin-1-yl ester O=C1N(C(CC1)=O)OC(CCCC)=O